3',4'-diamino-4,6-dimethoxy-[1,1'-biphenyl] NC=1C=C(C=CC1N)C1=CC=C(C=C1OC)OC